(1-(2-((2-(2,6-Dioxopiperidin-3-yl)-1,3-dioxoisoindolin-4-yl)amino)-2-oxoethyl)-1H-1,2,3-triazol-4-yl)methyl (2-(2,6-dioxopiperidin-3-yl)-1-oxoisoindolin-4-yl)carbamate O=C1NC(CCC1N1C(C2=CC=CC(=C2C1)NC(OCC=1N=NN(C1)CC(=O)NC1=C2C(N(C(C2=CC=C1)=O)C1C(NC(CC1)=O)=O)=O)=O)=O)=O